FC1=CC=C(OC2=CC=C(C(=O)NCC(=O)N3CC4(OCCO4)C[C@H]3C(=O)NCC3=CC(=CS3)C3=CC=CC(=N3)NC(OC(C)(C)C)=O)C=C2)C=C1 tert-butyl (S)-(6-(5-((7-((4-(4-fluorophenoxy)benzoyl)glycyl)-1,4-dioxa-7-azaspiro[4.4]nonane-8-carboxamido)methyl)thiophen-3-yl)pyridin-2-yl)carbamate